3-(trifluoromethyl)azetidine-1-carboxylic acid tert-butyl ester C(C)(C)(C)OC(=O)N1CC(C1)C(F)(F)F